(1R,2S,5S)-8-(benzyl(cyclopropyl)carbamoyl)-3-(diphenylcarbamoyl)-3,8-diazabicyclo[3.2.1]octane-2-carboxylic acid C(C1=CC=CC=C1)N(C(=O)N1[C@H]2[C@H](N(C[C@@H]1CC2)C(N(C2=CC=CC=C2)C2=CC=CC=C2)=O)C(=O)O)C2CC2